BrC1=CC=C2CCCC(C2=C1)(F)F 7-Bromo-1,1-difluoro-1,2,3,4-tetrahydronaphthalene